NC(C(=O)O)CC1=CNC2=CC=CC=C12 2-amino-3-(1H-indol-3-yl)propanoic acid